(S)-3-(3-(4-hydroxy-1,6-dimethyl-2-oxo-1,2-dihydropyridin-3-yl)ureido)-3-(5-methoxy-2',6'-dimethylbiphenyl-3-yl)propanoic acid OC1=C(C(N(C(=C1)C)C)=O)NC(N[C@@H](CC(=O)O)C=1C=C(C=C(C1)OC)C1=C(C=CC=C1C)C)=O